(R)-3-(dimethylamino)-1-phenylpropanol CN(CC[C@@H](O)C1=CC=CC=C1)C